1-eicosyl-2-(9Z,12Z-heptadecadienoyl)-glycero-3-phosphocholine CCCCCCCCCCCCCCCCCCCCOC[C@H](COP(=O)([O-])OCC[N+](C)(C)C)OC(=O)CCCCCCC/C=C\C/C=C\CCCC